C(C)(C)(C)N1CCC(CC1)C1=CC=C(C(=O)N)C=C1 4-(1-tert-butylpiperidin-4-yl)benzamide